ethyl 2-[[3-[5-[4-(1,1-difluoroethyl)-3-methyl-2,6-dioxo-pyrimidin-1-yl]-4-fluoro-2-nitro-phenoxy]-2-pyridyl]oxy]acetate FC(C)(F)C=1N(C(N(C(C1)=O)C=1C(=CC(=C(OC=2C(=NC=CC2)OCC(=O)OCC)C1)[N+](=O)[O-])F)=O)C